N[C@H]1CS(C2=C(N(C1=O)CC1=CC=C(C=C1)Cl)C=C(C(=C2)F)C=2OC(=NN2)COC(C)C)(=O)=O (3R)-3-amino-5-[(4-chlorophenyl)methyl]-8-fluoro-7-[5-(isopropoxymethyl)-1,3,4-oxadiazol-2-yl]-1,1-dioxo-2,3-dihydro-1lambda6,5-benzothiazepin-4-one